N,N-diethyloctylamine C(C)N(CC)CCCCCCCC